2-amino-N-((1R,2S)-1-hydroxy-2,3-dihydro-1H-inden-2-yl)-3-methyl-N-((5-(trifluoromethyl)-2-pyridinyl)methyl)-6-quinolinecarboxamide NC1=NC2=CC=C(C=C2C=C1C)C(=O)N(CC1=NC=C(C=C1)C(F)(F)F)[C@@H]1[C@@H](C2=CC=CC=C2C1)O